5-((6-chloro-5-(1-methyl-1H-indol-5-yl)-1H-benzo[d]imidazol-2-yl)oxy)-N-hydroxy-2-methylbenzamide ClC=1C(=CC2=C(NC(=N2)OC=2C=CC(=C(C(=O)NO)C2)C)C1)C=1C=C2C=CN(C2=CC1)C